N-(2,6-difluoro-4-(methylthio)benzyl)-2-methyl-5-nitro-3-phenylpyridin-4-amine FC1=C(CNC2=C(C(=NC=C2[N+](=O)[O-])C)C2=CC=CC=C2)C(=CC(=C1)SC)F